C(C)C1=NC(=CC=C1N1C[C@H](CCC1)CC(=O)O)C=1N=NN(C1COC1=NC=CC(=N1)COC(F)(F)F)C (R)-2-(1-(2-ethyl-6-(1-methyl-5-(((4-((trifluoromethoxy)methyl)pyrimidin-2-yl)oxy)methyl)-1H-1,2,3-triazol-4-yl)pyridin-3-yl)piperidin-3-yl)acetic acid